4,5-dibromo-N-(2-methylquinolin-8-yl)thiophene-2-carboxamide BrC=1C=C(SC1Br)C(=O)NC=1C=CC=C2C=CC(=NC12)C